8-Oxa-2-aza-spiro[4.5]decane-2-carboxylic acid {4-methoxy-7-[3-(2-methoxy-ethoxy)-phenyl]-thiazolo[4,5-c]pyridin-2-yl}-amide COC1=NC=C(C2=C1N=C(S2)NC(=O)N2CC1(CC2)CCOCC1)C1=CC(=CC=C1)OCCOC